COC1=C(C(=O)NCC2=CC=C(C=C2)B2OC(C(O2)(C)C)(C)C)C=CC=C1 2-methoxy-N-(4-(4,4,5,5-tetramethyl-1,3,2-dioxaborolan-2-yl)benzyl)benzamide